ClC1=C(C(=CC=C1Cl)O)C1=CC=2N(C=C1)C=C(N2)CN2C(CNCC2)=O 1-((7-(2,3-dichloro-6-hydroxyphenyl)imidazo[1,2-a]pyridin-2-yl)methyl)piperazin-2-one